CC1N(CC(OC1C=1C=NNC1)C)C1=NC(=NC=C1)C1=CN=C2N1C=C(N=C2)C(F)(F)F 3,6-dimethyl-2-(1H-pyrazol-4-yl)-4-(2-(6-(trifluoromethyl)imidazo[1,2-a]pyrazin-3-yl)pyrimidin-4-yl)morpholine